FS(=O)(=O)[N-]S(=O)(=O)F.[NH4+] ammonium bis(fluorosulfonyl)amide